CC1=C(C=C(C=C1)C)[C@]1(C[C@@H]2[C@H](N(OC2(C)C)C)[C@H](C1)C)C |r| rac-(3aR,5R,7S,7aR)-5-(2,5-dimethylphenyl)-1,3,3,5,7-pentamethyl-octahydrobenzo[c]isoxazole